[O].[Si] silicon oxygen